C(C)S(=O)(=O)C=1C(=NC=C(C1)OC1=NC=CC=C1)C=1OC2=C(N1)C=C(C=C2)N=S(C(F)(F)F)=O [2-[3-Ethylsulfonyl-5-(2-pyridyloxy)-2-pyridyl]-1,3-benzoxazol-5-yl]iminooxo(trifluoromethyl)-λ6-sulfan